The molecule is the D-enantiomer of cysteinium. It has a role as a fundamental metabolite. It is a conjugate acid of a D-cysteine and a D-cysteine zwitterion. It is an enantiomer of a L-cysteinium. C([C@H](C(=O)O)[NH3+])S